N1(CCOCC1)CCOC1=CC2=C(N(C=N2)C2=CC=C(C=C2)NC(=O)N2N=C(C=C2N)C(C)(C)C)C=C1 5-amino-3-tert-butyl-pyrazole-1-carboxylic acid {4-[5-(2-morpholin-4-yl-ethoxy)-benzoimidazol-1-yl]-phenyl}-amide